9,9-dimethyl-6-(5-(4,4,5,5-tetramethyl-1,3,2-dioxaborolan-2-yl)pyridin-3-yl)-9H-fluorene CC1(C2=CC=C(C=C2C=2C=CC=CC12)C=1C=NC=C(C1)B1OC(C(O1)(C)C)(C)C)C